(2-((2,6-dichloro-3,5-dimethoxyphenyl)amino)pyridin-3-yl)-N-(2-methoxy-4-morpholinophenyl)-1,3,5-triazin-2-amine ClC1=C(C(=C(C=C1OC)OC)Cl)NC1=NC=CC=C1C1=NC(=NC=N1)NC1=C(C=C(C=C1)N1CCOCC1)OC